C1(=CC=CC=C1)N1N=CC(=C1C(F)(F)F)C(=O)N 1-phenyl-5-(trifluoromethyl)-1H-pyrazole-4-carboxamide